(±)-trans-N-(8-chloro-6-(4-ethylpyridin-3-yl)isoquinolin-3-yl)-2-cyanocyclopropane-1-carboxamide ClC=1C=C(C=C2C=C(N=CC12)NC(=O)[C@H]1[C@@H](C1)C#N)C=1C=NC=CC1CC |r|